C1(CC1)C1=NC=NC(=C1C1=NC=C(C(=N1)CC1=CC=C(C=C1)C=1N(C=C(N1)C(F)(F)F)C)OCC)OC([2H])([2H])[2H] 4'-cyclopropyl-5-ethoxy-6'-(methoxy-d3)-4-(4-(1-methyl-4-(trifluoromethyl)-1H-imidazol-2-yl)benzyl)-2,5'-bipyrimidine